FC(C1=CC=C(C=N1)[C@@H](C=O)C)(F)F (2S)-2-[6-(trifluoromethyl)-3-pyridyl]propanal